BrC=1C(=CC(=C(C(=O)OC)C1)OCC[C@H](CN1C(=NN=C1)C1=NC(=CC=C1)NC=O)C)F |r| rac-Methyl 5-bromo-4-fluoro-2-(4-(3-(6-formamidopyridin-2-yl)-4H-1,2,4-triazol-4-yl)-3-methylbutoxy)benzoate